(cyclobutylmethyl)[(6-{[1-(1H-indazol-4-yl)-1H-1,2,3-triazol-4-yl]methyl}-1H-indol-2-yl)methyl]amine C1(CCC1)CNCC=1NC2=CC(=CC=C2C1)CC=1N=NN(C1)C1=C2C=NNC2=CC=C1